(5-((2-bromoethoxy)methyl)-2,3-dimethoxyphenoxy)(tert-butyl)diphenylsilane BrCCOCC=1C=C(C(=C(O[Si](C2=CC=CC=C2)(C2=CC=CC=C2)C(C)(C)C)C1)OC)OC